(2R,6R)-4-(8-bromo-5-quinolinyl)-6-methyl-morpholine-2-carboxylic acid BrC=1C=CC(=C2C=CC=NC12)N1C[C@@H](O[C@@H](C1)C)C(=O)O